N1N=CC(=C1)C1=CC2=C(N=C(S2)NC2=CC=CC(=N2)C(=O)NC2CNCC2)C=C1 6-((6-(1H-pyrazol-4-yl)-benzo[d]thiazol-2-yl)-amino)-N-(pyrrolidin-3-yl)picolinamide